CC1(CN(C1)C1=NC(=CC2=C1N=C(N=C2)NC2=C(C=C(C=C2)C=2N(C=CN2)C)OC)C)C 8-(3,3-dimethylazetidin-1-yl)-N-(2-methoxy-4-(1-methyl-1H-imidazol-2-yl)phenyl)-6-methylpyrido[3,4-d]pyrimidin-2-amine